4,8-dichloro-1,7-naphthyridine ClC1=CC=NC2=C(N=CC=C12)Cl